FC1=C(C(=C(C=C1)F)C)C 1,4-difluoro-2,3-xylene